ClC1=NC2=CC=C(C=C2C(=N1)NC=1N=CN(C1)C1=CC(=C(C(=C1)OC)OC)OC)F 2-chloro-6-fluoro-N-(1-(3,4,5-trimethoxyphenyl)-1H-imidazol-4-yl)quinazolin-4-amine